C(CC)N(CCCN)CCC 3-dipropylamino-propylamine